2-amino-1H-pyrrolo[2,3-c]pyridine-3-carbonitrile NC1=C(C=2C(=CN=CC2)N1)C#N